FC1=NC=C(C=C1)OC 2-fluoro-5-methoxy-pyridin